N(=[N+]=[N-])C1C(NC1=O)CSCCNC(OC(C)(C)C)=O tert-Butyl (2-(((3-azido-4-oxoazetidin-2-yl)methyl)thio)ethyl)carbamate